2-(3-(2-(2-Aminoethoxy)ethoxy)propanamido)-N-(5-cyclopropylpyridin-2-yl)benzamide NCCOCCOCCC(=O)NC1=C(C(=O)NC2=NC=C(C=C2)C2CC2)C=CC=C1